CC1(C=CC=C2C1CN2C(=O)C2=CC=C(C=C2)C=2C=C(C=NC2)C2=CC=NC1=C2C=C2N1CCN(C2=O)C)C 4-(5-(4-(3,3-dimethylbenzazetidine-1-carbonyl)phenyl)pyridin-3-yl)-7-methyl-8,9-dihydropyrido[3',2':4,5]pyrrolo[1,2-a]pyrazin-6(7H)-one